F[B-](F)(F)F.C1(=CC=CC=C1)CCN Phenylethylamine Tetrafluoroborate